C(#N)C1=NN(C=2C1=NC(=CC2)C(C#CC(=O)N)C)C 3-cyano-1-methylpyrazolo[4,3-b]pyridin-5-ylpent-2-ynamide